FC1=C(C(=C(C(=C1[B-](C1=C(C(=C(C(=C1F)F)F)F)F)(C1=C(C(=C(C(=C1F)F)F)F)F)C1=C(C(=C(C(=C1F)F)F)F)F)F)F)F)F.[IH2+].C1(=C(C=CC=C1)[C+](C)C)C.FC1=C(C(=C(C(=C1[B-](C1=C(C(=C(C(=C1F)F)F)F)F)(C1=C(C(=C(C(=C1F)F)F)F)F)C1=C(C(=C(C(=C1F)F)F)F)F)F)F)F)F tolylisopropylium iodonium tetrakis(pentafluorophenyl)borate